CC1[C@](OC2=CC(=CC=C2C1=O)F)(C(=O)OC(C1C2(C13CC3)CC2)([2H])[2H])C#CC2=CC=CC=C2 dideuterio(dispiro[2.0.2.1]heptan-7-yl)methanol methyl-(R)-7-fluoro-4-oxo-2-(phenylethynyl)chromane-2-carboxylate